1,3,4,5,6,6a,6b,7,8,8a,9,10,12a,14,14a,14b-hexadecahydropicene-4a(2H)-carboxylate C1CCCC2(CCC3C4CCC5CCC=CC5C4=CCC3C21)C(=O)[O-]